ClC1=C(C=C(C(=O)NC2=CC(=C(C=C2)C)NC2=NC=CC=C2C2=C3N=CN(C3=NC=N2)C2OCCCC2)C=C1)C#N 4-chloro-3-cyano-N-(4-methyl-3-((3-(9-(tetrahydro-2H-pyran-2-yl)-9H-purin-6-yl)pyridin-2-yl)amino)phenyl)benzamide